1-(3-(3-cyclopropyl-1H-indazol-5-yl)imidazo[1,2-b]pyridazin-6-yl)-N,N-dimethylpiperidin-4-amine C1(CC1)C1=NNC2=CC=C(C=C12)C1=CN=C2N1N=C(C=C2)N2CCC(CC2)N(C)C